CN1C(=NN=C1)S[C@@H](C)C=1C=C(C=CC1)NC(=O)C1=NC2=CC=CC(=C2C=C1)OCC(=O)O (S)-2-(2-(3-(1-(4-methyl-4H-1,2,4-triazol-3-ylthio)ethyl)phenylcarbamoyl)quinolin-5-yloxy)acetic acid